OCC(C(=O)OCC)(C1=NC=C(C=N1)C)C ethyl 3-hydroxy-2-methyl-2-(5-methylpyrimidin-2-yl)propanoate